N-(2-methoxyphenyl)-6-methyl-7,8-dihydro-6H-cyclopenta[e][1,2,4]triazolo[4,3-a]pyridine-4-carboxamide COC1=C(C=CC=C1)NC(=O)C=1C=2N(C3=C(C1)C(CC3)C)C=NN2